tert-butyl (2R,5S)-5-methyl-2-[2-(1-methyl-3-piperidyl)-1,3-benzothiazol-5-yl]piperidine-1-carboxylate C[C@H]1CC[C@@H](N(C1)C(=O)OC(C)(C)C)C=1C=CC2=C(N=C(S2)C2CN(CCC2)C)C1